C(C)(=O)O[C@]1(C[C@@H](CCC1)C(C)C)CCC1OCCCO1 |r| (1SR,3RS)-1-(2-(1,3-dioxan-2-yl) ethyl)-3-isopropylcyclohexyl acetate